9,10-Dichloromethylanthracene ClCC=1C2=CC=CC=C2C(=C2C=CC=CC12)CCl